cyclobutylmethoxy(pyrimidin-5-yl)-2-((5-fluoropyridin-3-yl)methyl)pyridazin-3(2H)-one C1(CCC1)COC1=C(C(N(N=C1)CC=1C=NC=C(C1)F)=O)C=1C=NC=NC1